(4-hydroxycyclohexyl)-8-(morpholinomethyl)pyrimido[4,5-c]isoquinolin-6(5H)-one OC1CCC(CC1)C1=NC=NC=2NC(C=3C=C(C=CC3C21)CN2CCOCC2)=O